COC1=C(C=CC=C1)/C=C/C(=O)N1CCN(CC1)C(CC1=C(NC2=CC=CC=C12)C1=CC=CC=C1)=O (E)-3-(2-methoxyphenyl)-1-(4-(2-(2-phenyl-1H-indol-3-yl)acetyl)piperazin-1-yl)prop-2-en-1-one